(7E,9Z)-dodecadienyl acetate CCC=CC=CCCCCCCOC(=O)C